N-(2-chloro-4-(trifluoromethyl)phenyl)-2-(2-(2,3-dihydrobenzofuran-5-yl)-5-ethyl-7-oxo-6-(1,2,3,6-tetrahydropyridin-4-yl)-[1,2,4]triazolo[1,5-a]pyrimidin-4(7H)-yl)acetamide ClC1=C(C=CC(=C1)C(F)(F)F)NC(CN1C=2N(C(C(=C1CC)C=1CCNCC1)=O)N=C(N2)C=2C=CC1=C(CCO1)C2)=O